C(C)(C)(C)OC(=O)N(C=1C=C(C=C2C(C(NC12)=O)(C)N1C[C@H](CCC1)NC=1C=CC(=NC1)C(=O)OCCCC)F)CC butyl 5-[[(3S)-1-[7-[tert-butoxycarbonyl(ethyl)amino]-5-fluoro-3-methyl-2-OXO-indolin-3-yl]-3-piperidyl]amino]pyridine-2-carboxylate